(6Z,13Z)-nonadeca-6,13-dien-10-yl 4-methylbenzenesulfonate CC1=CC=C(C=C1)S(=O)(=O)OC(CC\C=C/CCCCC)CC\C=C/CCCCC